C(CC)OOOCCC monopropoxy ether